BrC(C(=O)NC1=CC=C2C(=N1)CN(C2)C2CC2)C 2-bromo-N-(6-cyclopropyl-6,7-dihydro-5H-pyrrolo[3,4-b]pyridin-2-yl)propanamide